N1(CCCC2=CC=CC=C12)C(C(=O)O)C 3,4-dihydroquinolin-1(2H)-yl-propionic acid